(2-((5-bromopyridin-2-yl)amino)ethyl)carbamic acid tert-butyl ester C(C)(C)(C)OC(NCCNC1=NC=C(C=C1)Br)=O